N-(3,3-difluoropiperidin-4-yl)-2-methyl-5-((1-methyl-1H-1,2,3-triazol-4-yl)methoxy)benzofuran-3-carboxamide FC1(CNCCC1NC(=O)C1=C(OC2=C1C=C(C=C2)OCC=2N=NN(C2)C)C)F